C1(=CC=CC=C1)C=1C(=C2C3=CC=CC4=CC=CC(C2=C(C1)C1=CC=CC=C1)=C43)C4=CC=C(C=C4)B(O)O (4-(8,10-diphenylfluoranthen-7-yl)phenyl)boronic acid